(2s,4r)-4-(benzylamino)pyrrolidine-1,2-dicarboxylic acid 1-allyl 2-methyl ester COC(=O)[C@H]1N(C[C@@H](C1)NCC1=CC=CC=C1)C(=O)OCC=C